(aminomethyl)piperidin NCN1CCCCC1